N-acetyl-tyrosinamide C(C)(=O)NC([C@@H](N)CC1=CC=C(C=C1)O)=O